C(C)(C)(C)OC(=O)NCC(C(F)(F)F)N(CC(=O)OCC)C Ethyl N-(3-((tert-butoxycarbonyl)amino)-1,1,1-trifluoropropan-2-yl)-N-methylglycinate